COCC[C@@H](O)C=1SC2=C(C1)C=CC(=C2)C2=CC=1C(N=C2)=NN(C1)C (1R)-3-methoxy-1-(6-(2-methyl-2H-pyrazolo[3,4-b]pyridin-5-yl)-1-benzothiophen-2-yl)-1-propanol